[Br-].BrCCCC[P+](C1=CC=CC=C1)(C1=CC=CC=C1)C1=CC=CC=C1 bromobutyl-triphenyl-phosphonium bromide